ClC1=NC(=C(C(=N1)C=1C=CC(=NC1)OCC(=O)N1CCN(CC1)C(=O)OC(C)(C)C)C)C(F)(F)F tert-butyl 4-(2-((5-(2-chloro-5-methyl-6-(Trifluoromethyl)pyrimidin-4-yl)pyridin-2-yl)oxy)acetyl)piperazine-1-carboxylate